(S)-(4-(4-fluorobenzo[d]oxazol-2-yl)-1,4,6,7-tetrahydro-5H-imidazo[4,5-c]pyridin-5-yl)(5-(1-methyl-1H-pyrazol-3-yl)-1,3,4-oxadiazol-2-yl)methanone FC1=CC=CC2=C1N=C(O2)[C@H]2N(CCC1=C2N=CN1)C(=O)C=1OC(=NN1)C1=NN(C=C1)C